[I].P(=O)(=O)SP(=O)=O.[Li] lithium phosphosulfide iodine